[C@H]12C3([C@H]4CC[C@H](C([C@H]41)=O)C2)OCCO3 |&1:7| (±)-(1'r,3's,6's)-spiro[[1,3]dioxolane-2,2'-tricyclo[4.2.1.03,8]nonane]-7'-one